C(#N)C(C(=O)OC(C)C)=C iso-propyl 2-cyanoacrylate